COC=1C=C(C=C(C1C)OC)[C@H]([C@H](CN1C=C(C(=C1)C(=O)OC)CC(=O)O)OCCC1=CC=CC=C1)O 2-[1-[(2S,3R)-3-(3,5-dimethoxy-4-methyl-phenyl)-3-hydroxy-2-(2-phenylethoxy)propyl]-4-methoxycarbonyl-pyrrol-3-yl]acetic acid